CC1(OC[C@H](O1)C(=O)N1C[C@@]([C@@H](C1)C1=CC(=C(C=C1)OC)O)(C)[C@@H](C)O)C ((S)-2,2-dimethyl-1,3-dioxolan-4-yl)((3S,4S)-4-(3-hydroxy-4-methoxyphenyl)-3-((R)-1-hydroxyethyl)-3-methylpyrrolidin-1-yl)methanone